C(C)(C)(C)OC(C1=CC=CC=C1)=O.[Sn] tin tert-butylbenzoate